NC=1C(=NC(=C(N1)C(F)F)Cl)C(=O)OC Methyl 3-amino-6-chloro-5-(difluoromethyl)pyrazine-2-carboxylate